(4,4-difluorocyclohexyl)methanaminium 2,2,2-trifluoroacetate FC(C(=O)[O-])(F)F.FC1(CCC(CC1)C[NH3+])F